C(CC)SC1=CC=C(C#N)C=C1 4-(propylsulfanyl)benzonitrile